(S)-4-(5-(difluoromethyl)-1,3,4-thiadiazol-2-yl)-2-methyl-8-(5-methyl-4,7-diazaspiro[2.5]octan-7-yl)-N-(1-methylcyclopropyl)quinazoline-6-sulfonamide FC(C1=NN=C(S1)C1=NC(=NC2=C(C=C(C=C12)S(=O)(=O)NC1(CC1)C)N1C[C@@H](NC2(CC2)C1)C)C)F